8-(4-((1R,5S)-3,8-diazabicyclo[3.2.1]octan-8-yl)-2-(((S)-1-methylpyrrolidin-2-yl)methoxy)quinazolin-7-yl)quinolin-6-ol [C@H]12CNC[C@H](CC1)N2C2=NC(=NC1=CC(=CC=C21)C=2C=C(C=C1C=CC=NC21)O)OC[C@H]2N(CCC2)C